CC=1C=C(C=CC1C)NC1=NC=C(C=N1)C1=C2C=C(C(=CC2=CC2=C1C(OC2)=O)OC)OC 9-(2-((3,4-dimethylphenyl)amino)pyrimidin-5-yl)-6,7-dimethoxynaphtho[2,3-c]furan-1(3H)-one